ClC1=CC=C(C=C1)C=1N(C(N(C1)CC1=NN(C(=N1)[C@H](C)O)C1=C(C=CC=C1F)F)=O)C[C@@H](C(F)(F)F)O 4-(4-chlorophenyl)-1-((1-(2,6-difluorophenyl)-5-((S)-1-hydroxyethyl)-1H-1,2,4-triazol-3-yl)methyl)-3-((S)-3,3,3-trifluoro-2-hydroxypropyl)-1,3-dihydro-2H-imidazol-2-one